2-(4-allyl-2-(2-methyl-1H-benzimidazole-5-yl)phenyl)propan-2-ol C(C=C)C1=CC(=C(C=C1)C(C)(C)O)C1=CC2=C(NC(=N2)C)C=C1